7-hydroxyheptane OCCCCCCC